ethyl (3-bromopropionate) BrCCC(=O)OCC